2,3,7,8,12,13,17,18-octafluoro-5,10,15,20-tetrakis[2,6-difluorophenyl]Porphyrin FC1=C2NC(=C1F)C(=C1C(=C(C(=N1)C(=C1C(=C(C(N1)=C(C=1C(=C(C(N1)=C2C2=C(C=CC=C2F)F)F)F)C2=C(C=CC=C2F)F)F)F)C2=C(C=CC=C2F)F)F)F)C2=C(C=CC=C2F)F